N1N=CN=C1N 1,2,4-triazole-5-Amine